2-fluoro-1-(3-nitro-5-(trifluoromethyl)phenyl)ethan-1-one FCC(=O)C1=CC(=CC(=C1)C(F)(F)F)[N+](=O)[O-]